methyl (S)-5-(4-chlorobutanamido)-6-((oxetan-2-ylmethyl)amino)picolinate ClCCCC(=O)NC=1C=CC(=NC1NC[C@H]1OCC1)C(=O)OC